BrC1=C(N)C(=CC(=C1F)Cl)Cl 2-Bromo-4,6-dichloro-3-fluoroaniline